tert-butyl 3-(3-chloro-7H-pyrrolo[2,3-c]pyridazin-6-yl)-3-methylpyrrolidine-1-carboxylate ClC1=CC2=C(N=N1)NC(=C2)C2(CN(CC2)C(=O)OC(C)(C)C)C